C(C)(C)(C)OC(=O)N1C2CN(CC1C2)CCC(NC2=NC=CC(=C2)Br)=O 3-{2-[(4-bromopyridin-2-yl)carbamoyl]Ethyl}-3,6-diazabicyclo[3.1.1]Heptane-6-carboxylic acid tert-butyl ester